C(CCCCC)C(C(=O)OCCCCCC(CCCCCOC(C(SCCCCCCC)SCCCCCCC)=O)NCCCCO[Si](C1=CC=CC=C1)(C1=CC=CC=C1)C(C)(C)C)CCCCCCCC 11-(2,2-bis(Heptylthio)acetoxy)-6-((4-((tert-butyldiphenylsilyl)oxy)butyl)amino)undec-yl 2-hexyldecanoate